IC1=C(N=NC=C1)N iodopyridazineamine